FC(S(=O)C1=CC=C(C=C1)C1(CC1)C1=NOC(=N1)CC(C(=O)O)=C)(F)F 2-((3-(1-(4-((trifluoromethyl)sulfinyl)phenyl)cyclopropyl)-1,2,4-oxadiazol-5-yl)methyl)acrylic acid